(R)-5-(2-((1-(2-(bis(4-methoxybenzyl)amino)pyridin-3-yl)ethyl)amino)ethoxy)-7-chloro-8-fluoro-2-(methylthio)pyrido[4,3-d]pyrimidin-4(3H)-one COC1=CC=C(CN(C2=NC=CC=C2[C@@H](C)NCCOC2=NC(=C(C=3N=C(NC(C32)=O)SC)F)Cl)CC3=CC=C(C=C3)OC)C=C1